FC1=CC=C(C=C1)C1(CC1)CN1N=C2N([C@@H](CCC2)C(=O)O)C1=O (5S)-2-{[1-(4-fluorophenyl)cyclopropyl]methyl}-3-oxo-2,3,5,6,7,8-hexahydro[1,2,4]triazolo[4,3-a]pyridine-5-carboxylic acid